(5Z)-5-[[1-(4-butylphenyl)pyrazol-4-yl]methylene]-2-thioxo-thiazolidin-4-one C(CCC)C1=CC=C(C=C1)N1N=CC(=C1)\C=C/1\C(NC(S1)=S)=O